3-{[(tert-butoxy)carbonyl](methyl)amino}propanoic acid C(C)(C)(C)OC(=O)N(CCC(=O)O)C